2-oxo-N-(1H-pyrazolo[4,3-c]pyridin-7-yl)-2-[(2R,5S)-5-methyl-2-[2-[rac-(3S,4R)-3-methoxy-1-methyl-4-piperidyl]-1,3-benzothiazol-5-yl]-1-piperidyl]acetamide O=C(C(=O)NC=1C2=C(C=NC1)C=NN2)N2[C@H](CC[C@@H](C2)C)C=2C=CC1=C(N=C(S1)[C@H]1[C@@H](CN(CC1)C)OC)C2 |&1:29,30|